NC1=CC=C(C(=C1C#N)Cl)C 6-amino-2-chloro-3-methylbenzonitrile